C(C)(C)C1=CC=C(\C=N\NC(N)=S)C=C1 (E)-2-(4-isopropylbenzylidene)hydrazine-1-carbothioamide